BrC(C([N+](=O)[O-])Br)O 1,2-dibromo-2-nitroethanol